fluoro-N-(4-fluoro-3-(sulfamoylmethyl)benzyl)-4'-oxo-3',4'-dihydro-1'h-spiro[piperidine-4,2'-quinoline]-1-carboxamide FN1C2(CC(C3=CC=CC=C13)=O)CCN(CC2)C(=O)NCC2=CC(=C(C=C2)F)CS(N)(=O)=O